CC1=NC(=CC(=C1)C=1NC2=CC=C(C=C2C1C(C)C)OC1CCN(CC1)C)C 2-(2,6-dimethylpyridin-4-yl)-3-isopropyl-5-((1-methylpiperidin-4-yl)oxy)-1H-indole